4,4,5-trifluoro-2,5-bis(trifluoromethyl)-1,3-dioxolane-2-carboxylic acid ethyl ester C(C)OC(=O)C1(OC(C(O1)(F)F)(C(F)(F)F)F)C(F)(F)F